FC(OC1=CC=C(C=C1)C1=C2C(=C(C(N(C2=NC=C1)CCN1CCOCC1)=O)C(=O)NC1CCC(CC1)C)O)F (4-(difluoromethoxy)phenyl)-4-hydroxy-N-(4-methylcyclohexyl)-1-(2-morpholinoethyl)-2-oxo-1,2-dihydro-1,8-naphthyridine-3-carboxamide